CC1=C(C2=C(OCCO2)C=C1NC1=NC(=CC(=N1)C)NC)C=1CCCN(CC1)C(=O)OC(C)(C)C tert-butyl 5-[6-methyl-7-[[4-methyl-6-(methylamino)pyrimidin-2-yl]amino]-2,3-dihydro-1,4-benzodioxin-5-yl]-2,3,4,7-tetrahydroazepine-1-carboxylate